N-(6-bromo-2-ethylimidazo[1,2-a]pyridin-3-yl)carboxamide BrC=1C=CC=2N(C1)C(=C(N2)CC)NC=O